N1C=NC=C1CCN1C(CCC1=O)C(=O)N [2-(1H-imidazol-5-yl)ethyl]-5-oxopyrrolidine-2-carboxamide